OCCN1N=NC2=C1CC(CC2)C(=O)N2C(CNCC2)(C)C 4-(1-(2-hydroxyethyl)-4,5,6,7-tetrahydro-1H-benzo[d][1,2,3]triazole-6-carbonyl)-3,3-dimethylpiperazin